ClC1=C(C=C2CCN(CC2=C1)C(C(F)(F)F)=O)NC1=NC=C(C(=N1)C1=CC2=C(C(NCCS2(=O)=O)=O)S1)C(F)(F)F 7-(2-((7-chloro-2-(2,2,2-trifluoroacetyl)-1,2,3,4-tetrahydroisoquinolin-6-yl)amino)-5-(trifluoromethyl)pyrimidin-4-yl)-3,4-dihydrothieno[2,3-f][1,4]thiazepin-5(2H)-one 1,1-dioxide